(2-((4-((S)-2-(4-chloro-2-fluorophenyl)-2-methylbenzo[d][1,3]dioxol-4-yl)piperidin-1-yl)methyl)-4-methyl-1-(((S)-oxetan-2-yl)methyl)-1H-imidazole-5-carbonyl)glycine ClC1=CC(=C(C=C1)[C@@]1(OC2=C(O1)C=CC=C2C2CCN(CC2)CC=2N(C(=C(N2)C)C(=O)NCC(=O)O)C[C@H]2OCC2)C)F